2,3,4,5,6-pentafluorobenzylamine FC1=C(CN)C(=C(C(=C1F)F)F)F